((4-fluorobenzyloxy)methyl)-2H-benzo[b][1,4]thiazin-3(4H)-one FC1=CC=C(COCC2C(NC3=C(S2)C=CC=C3)=O)C=C1